C1(=C(C(OC[2H])=C2C=3[C@@]45[C@@H](O2)[C@@H](O)C=C[C@H]4[C@@H](CC13)N(C)CC5)[2H])[2H] [2H3]-codeine